1-(5-((4-(4-amino-3-(4-phenoxyphenyl)-1H-pyrazolo[3,4-d]pyrimidin-1-yl)piperidin-1-yl)methyl)pyridin-2-yl)dihydropyrimidine-2,4(1H,3H)-dione NC1=C2C(=NC=N1)N(N=C2C2=CC=C(C=C2)OC2=CC=CC=C2)C2CCN(CC2)CC=2C=CC(=NC2)N2C(NC(CC2)=O)=O